1-(1-isopropylpiperidin-4-yl)propan-1-one methyl-4-(5H-pyrido[3'',4'':4',5']pyrrolo[3',2':4,5]imidazo[1,2-c]pyrimidin-5-yl)benzoate COC(C1=CC=C(C=C1)N1C2=C(C=3N=C4N(C=NC=C4)C31)C=NC=C2)=O.C(C)(C)N2CCC(CC2)C(CC)=O